para-tertiary butyl-bromobenzene C(C)(C)(C)C1=CC=C(C=C1)Br